B(C1=CC=C(C=C1)OCCC)(O)O p-propoxyphenylboronic acid